ClC1=CC(=C(OC=2C(=NC3=CC=CC=C3N2)C(=O)NC=2CC(C=CC2)=S(=O)=O)C=C1)OC 3-(4-chloro-2-methoxyphenoxy)-N-(3-sulfonylphenyl)quinoxaline-2-carboxamide